nitric acid, chloride [N+](=O)([O-])Cl